methyl (E)-4-oxo-4-(propynylamino)-2-butenoate O=C(/C=C/C(=O)OC)NC#CC